[Mg+2].C(CCCC)(=O)[O-].C(CCCC)(=O)[O-] valeric acid magnesium salt